C(#N)C(CCC(=O)OC(CCC(C)(C#N)SSC(=S)CCCCCCCCCCCC)=O)(C)SSC(=S)CCCCCCCCCCCC 4-cyano-4-[(dodecylthiocarbonylthio)thio]valeric anhydride